1-[4-(5-Bromo-2-pyridinyl)piperazin-1-yl]ethanone BrC=1C=CC(=NC1)N1CCN(CC1)C(C)=O